C1(CCC1)OC=1C=C(C2=C(N=C(N=C2)NC2=CC=C(C=C2)N2CCN(CC2)C)N1)C#C[Si](C(C)C)(C(C)C)C(C)C 7-cyclobutoxy-N-[4-(4-methylpiperazin-1-yl)phenyl]-5-[2-(triisopropylsilyl)ethynyl]pyrido[2,3-d]pyrimidin-2-amine